4-(4-((1-(3-amino-5-(trifluoromethyl)phenyl)ethyl)amino)-7-methoxy-2-methylquinazolin-6-yl)cyclohexan-1-carboxylic acid ethyl ester C(C)OC(=O)C1CCC(CC1)C=1C=C2C(=NC(=NC2=CC1OC)C)NC(C)C1=CC(=CC(=C1)C(F)(F)F)N